2-(1-(2-amino-2-oxoethyl)-1H-pyrazol-4-yl)-N-(5-(2-(3,3-dimethyl-azetidin-1-yl)acetamido)-2-methylpyridin-3-yl)pyrazolo[5,1-b]thiazole-7-carboxamide NC(CN1N=CC(=C1)C1=CN2C(S1)=C(C=N2)C(=O)NC=2C(=NC=C(C2)NC(CN2CC(C2)(C)C)=O)C)=O